C(C1=CC=CC=C1)OC=1C=C2C=CC(=C(C2=CC1)OC1=CC=C(OCCN(CCCCCN(C(OC(C)(C)C)=O)C)CC)C=C1)C1=CC=C(C=C1)S(=O)(=O)C tert-butyl (5-((2-(4-((6-(benzyloxy)-2-(4-(methylsulfonyl)phenyl)naphthalene-1-yl)oxy)phenoxy)ethyl)(ethyl) Amino)pentyl)(methyl)carbamate